tert-Butyl (2-((4-(((tert-butyldimethylsilyl)oxy)methyl)benzyl)oxy)ethyl)carbamate [Si](C)(C)(C(C)(C)C)OCC1=CC=C(COCCNC(OC(C)(C)C)=O)C=C1